ClC=1C(NN=CC1C1=C(C=CC(=C1)Cl)N1N=NC(=C1)[Si](C)(C)C)=O 4-chloro-5-(5-chloro-2-(4-(trimethylsilyl)-1H-1,2,3-triazol-1-yl)phenyl)pyridazin-3(2H)-one